C1(CCCCC1)N1C=NC(=C1C1=NC(=NC=C1)NCC1=NC=CC=C1)C1=CC=C(C=C1)F 4-(1-Cyclohexyl-4-(4-fluorophenyl)-1H-imidazol-5-yl)-N-(pyridin-2-ylmethyl)pyrimidin-2-amine